NC1(CCN(CC1)C=1C2=C(N=CN1)NC=C2)C(=O)N[C@@H](CCO)C2=CC=C(C=C2)Cl 4-Amino-N-[(1S)-1-(4-chlorophenyl)-3-hydroxypropyl]-1-(7H-pyrrolo[2,3-d]pyrimidin-4-yl)piperidine-4-carboxamide